ethyl 3-(3-(4-fluorophenyl)-4-(6-phenylfuro[2,3-d]pyrimidin-4-yl)-1H-pyrazol-1-yl)propanoate FC1=CC=C(C=C1)C1=NN(C=C1C=1C2=C(N=CN1)OC(=C2)C2=CC=CC=C2)CCC(=O)OCC